1,4-diaminooxybenzene NOC1=CC=C(C=C1)ON